Methyl (R)-4-fluoro-4-(7-methoxy-4-((1-(2-methyl-3-(trifluoromethyl)phenyl)ethyl)amino)quinolin-6-yl)piperidine-1-carboxylate FC1(CCN(CC1)C(=O)OC)C=1C=C2C(=CC=NC2=CC1OC)N[C@H](C)C1=C(C(=CC=C1)C(F)(F)F)C